9-methyldecyl 8-{[7-(9-fluoro-1-octylnonyloxycarbonyl)heptyl](4-hydroxybutyl)amino}-2-methyloctanoate FCCCCCCCCC(CCCCCCCC)OC(=O)CCCCCCCN(CCCCCCC(C(=O)OCCCCCCCCC(C)C)C)CCCCO